FC1=C(C=CC=C1)N1N=CC(=C1)C(CC)O 1-(1-(2-fluorophenyl)-1H-pyrazol-4-yl)propan-1-ol